4-bromo-1-methyl-1H-pyrrole-2-carboxylic acid BrC=1C=C(N(C1)C)C(=O)O